6-(trifluoromethylpyridin-3-yl)benzamide FC(F)(F)C1=NC=CC=C1C1=CC=CC=C1C(=O)N